OCC1=CC(=NN1C(C)C)S(=O)(NC(NC1=C2C(=NC3=C1CCC3)[C@@H](CC2)C)=O)=N 5-(Hydroxymethyl)-1-isopropyl-N-(((R)-3-methyl-1,2,3,5,6,7-hexahydrodicyclopenta[b,e]pyridin-8-yl)carbamoyl)-1H-pyrazole-3-sulfonimidamide